N-(3-(dimethylamino)propyl)-2-(6-methyl-4-(trifluoromethyl)pyridine-2-yl)-5-oxo-N-(2,3,4-trifluorophenyl)pyrazolidine-3-carboxamide CN(CCCN(C(=O)C1N(NC(C1)=O)C1=NC(=CC(=C1)C(F)(F)F)C)C1=C(C(=C(C=C1)F)F)F)C